(5-Chloro-6-methoxy-4-methyl-2-oxo-1H-quinolin-3-yl)acetic acid ClC1=C2C(=C(C(NC2=CC=C1OC)=O)CC(=O)O)C